CCCCCCCCCCCCCCCCCCOC(=O)C(=O)OCC=C The molecule is a diester obtained by the formal condensation of both the carboxy group of oxalic acid with the hydroxy groups of allyl alcohol and stearyl alcohol respectively. Metabolite observed in cancer metabolism. It has a role as a human metabolite. It is a diester and a member of dicarboxylic acids and O-substituted derivatives. It derives from an allyl alcohol, an oxalic acid and an octadecan-1-ol.